C(C)(=O)O[C@@H]1[C@H](OC([C@@H]([C@H]1OC(C)=O)OC(C)=O)C1=CC(=C(C=C1)C1CC1)CC1=CC2=C(OCCO2)C=C1)COC(C)=O acetic acid (2R,3R,4R,5S)-3,4,5-triacetoxy-6-[4-cyclopropyl-3-(2,3-dihydro-benzo[1,4]dioxin-6-ylmethyl)-phenyl]-tetrahydro-pyran-2-ylmethyl ester